N(=[N+]=[N-])CC1=NN(C=C1)C(C(=O)OCC)(C)C ethyl 2-(3-(azidomethyl)-1H-pyrazol-1-yl)-2-methylpropionate